NC=1OC2=C(N1)C=C(C=C2)B(O)O (2-aminobenzo[d]oxazol-5-yl)boronic acid